2-(9H-carbazol-9-yl)ethylphosphonic acid C1=CC=CC=2C3=CC=CC=C3N(C12)CCP(O)(O)=O